FC(C(=O)O)(F)F.N1CCC(=CC1)C1=NC=CC(=N1)C#N (1,2,3,6-tetrahydropyridin-4-yl)pyrimidine-4-carbonitrile trifluoroacetate